ClC=1N=C2C(=NC1)NC=C2C2=NC(=C(C(=N2)N[C@@H]2[C@H](C1CCC2CC1)C(=O)OCCCCCCC)F)C=1SC=CC1 (2S,3S)-heptyl 3-((2-(2-chloro-5H-pyrrolo[2,3-b]pyrazin-7-yl)-5-fluoro-6-(thiophen-2-yl) pyrimidin-4-yl)amino)bicyclo[2.2.2]octane-2-carboxylate